NC=1C2=CC=CC=C2C=2C=CC(C(C2C1N)=O)=O 9,10-diaminophenanthrenequinone